[C@@]12(C(=O)CC(CC1)C2(C)C)CS(=O)(=O)O.FC2=C(C=CC(=C2)F)[C@@](CN2N=CN=C2)([C@@H](C)C2=NC=NC=C2F)O (2R,3S)-2-(2,4-difluorophenyl)-3-(5-fluoropyrimidin-4-yl)-1-(1H-1,2,4-triazol-1-yl)butan-2-ol R-(-)-10-camphorsulfonic acid salt